tert-Butyl 4-[4-(benzenesulfonylcarbamoyl)phenyl]piperazine-1-carboxylate C1(=CC=CC=C1)S(=O)(=O)NC(=O)C1=CC=C(C=C1)N1CCN(CC1)C(=O)OC(C)(C)C